tert-butyl ((trans)-4-hydroxycyclohexyl)carbamate O[C@@H]1CC[C@H](CC1)NC(OC(C)(C)C)=O